The molecule is the stable isotope of sulfur with relative atomic mass 32.9714585, 0.75 atom percent natural abundance, and nuclear spin (3)/2. [33SH2]